(R)-N-((S)-1'-(8-((2-amino-3-chloropyridin-4-yl)thio)-7-methylimidazo[1,2-c]pyrimidin-5-yl)-1,3-dihydrospiro[indene-2,4'-piperidin]-1-yl)-2-methylpropane-2-sulfinamide NC1=NC=CC(=C1Cl)SC=1C=2N(C(=NC1C)N1CCC3(CC1)[C@@H](C1=CC=CC=C1C3)N[S@](=O)C(C)(C)C)C=CN2